C1(=CC=CC=C1)C=1C=NN2C1N=CC=C2 3-PHENYL-PYRAZOLO[1,5-A]PYRIMIDINE